OC1=C(C(=CC(=C1S(=O)(=O)NC(CC=1OC=CN1)=O)CCCCC)O)C1CCCC(=C1)C N-((2,6-dihydroxy-5'-methyl-4-pentyl-1',2',3',4'-tetrahydro-[1,1'-biphenyl]-3-yl)sulfonyl)-2-(oxazol-2-yl)acetamide